6-(4,4-difluoropiperidin-1-yl)-4-(1-methyl-1H-pyrazol-4-yl)pyridin-2-amine FC1(CCN(CC1)C1=CC(=CC(=N1)N)C=1C=NN(C1)C)F